3-methylsulfonylaniline CS(=O)(=O)C=1C=C(N)C=CC1